C(C)N1C[C@H]([C@@H](CC1)N1N=CC(=C1)[N+](=O)[O-])F |r| (±)-(Trans)-1-ethyl-3-fluoro-4-(4-nitro-1H-pyrazol-1-yl)piperidine